3,6-Dimethyl-2-phenyl-8-[1-[2-(tetrazol-1-yl)anilino]ethyl]chromen-4-one CC1=C(OC2=C(C=C(C=C2C1=O)C)C(C)NC1=C(C=CC=C1)N1N=NN=C1)C1=CC=CC=C1